C(CCCCCCCCCCCCCCCCCCCCCCCCCCCCCCCCCC)(=O)OCCCCCCCCCCCCCCCCCCCCCC behenyl pentatriacontanoate